C(C)(=O)C1=C(C=2CC3=C(C(=CC=C3C(C2C=C1O)(C)O)C)O)C 2-acetyl-3,8,10-trihydroxy-1,7,10-trimethyl-anthracene